FC=1C=CC=C2C=CC(=NC12)C 8-fluoroquinaldine